N-((1,2,3,5,6,7-hexahydro-s-indacen-4-yl)carbamoyl)-4-(hydroxymethyl)-5-methylfuran-2-sulfonimidamide C1CCC2=C(C=3CCCC3C=C12)NC(=O)NS(=O)(=N)C=1OC(=C(C1)CO)C